FC1(CCN(CC1)C=1OC2=C(N1)C=C(C=C2)NC(=O)C=2C=CC1=C(CCO1)C2)F 2,3-dihydro-benzofuran-5-carboxylic acid [2-(4,4-difluoro-piperidin-1-yl)-benzooxazol-5-yl]-amide